N=1COC=C2C1N=CC=C2 pyrido[2,3-d][1,3]oxazin